FC(COC1=CC=C(C=C1)C1=C(N=C2N(C1=O)C=CC=C2)C(F)(F)F)(F)F 3-(4-(2,2,2-trifluoroethoxy)phenyl)-2-(trifluoromethyl)-4H-pyrido[1,2-a]pyrimidin-4-one